COC1=CC=C(C=C1)C(OC[C@@H]1[C@H]([C@H]([C@@H](O1)N1C=2N(C(C=C1)=O)C=CN2)O[Si](C)(C)C(C)(C)C)O)(C2=CC=CC=C2)C2=CC=C(C=C2)OC 8-{5-O-[bis(4-methoxyphenyl)(phenyl)methyl]-2-O-[tert-butyl(dimethyl)silyl]-β-D-ribofuranosyl}imidazo[1,2-a]pyrimidin-5(8H)-one